(R)-2-hydroxy-N-(4-(4-methylpiperazin-1-yl)phenyl)-2-phenylacetamide O[C@@H](C(=O)NC1=CC=C(C=C1)N1CCN(CC1)C)C1=CC=CC=C1